4,7-bis(4-formylphenyl)-2,1,3-benzothiadiazole C(=O)C1=CC=C(C=C1)C1=CC=C(C2=NSN=C21)C2=CC=C(C=C2)C=O